8-(6-(4-morpholinopiperidin-1-yl)pyridin-3-yl)quinoxalin-6-amine O1CCN(CC1)C1CCN(CC1)C1=CC=C(C=N1)C=1C=C(C=C2N=CC=NC12)N